tert-butyl N-[(Z)-4-[4-bromo-6-(methoxycarbamoyl)benzotriazol-1-yl]-3-fluoro-but-2-enyl]carbamate BrC1=CC(=CC=2N(N=NC21)C/C(=C/CNC(OC(C)(C)C)=O)/F)C(NOC)=O